CC1=CC=C2NC=3C=C(C=CC3C(C2=C1)(C)C)CN1CCS(CC1)(=O)=O 4-((7,9,9-trimethyl-9,10-dihydroacridin-3-yl)methyl)thiomorpholine 1,1-dioxide